C(C)(C)(C)OC(N[C@H]1CSC2=C(N(C1=O)CC1=CC=C(C=C1)Cl)C=C(C(=C2)F)C#N)=O.C(CCCCCCCCC)C2=CC=C(N)C=C2 4-decyl-aniline tert-butyl-N-[(3R)-5-[(4-chlorophenyl)methyl]-7-cyano-8-fluoro-4-oxo-2,3-dihydro-1,5-benzothiazepin-3-yl]carbamate